trans-tert-butyl (1r,3r)-3-hydroxycyclobutane-1-carboxylate O[C@@H]1C[C@H](C1)C(=O)OC(C)(C)C